S1C(=CC=C1)CCOC1=CC=C(C=C2C(NC(S2)=O)=O)C=C1 5-(4-(2-(thiophen-2-yl)ethoxy)benzylidene)thiazolidine-2,4-dione